C(C)(C)(C)NC(=N)N N-tert-butyl-guanidine